[Cl-].[Cr+3].[Cl-].[Cl-] chromium chloride